CN1C2=NC(=NC(=C2N=C1C=1CCN(C1)C(=O)OC(C)(C)C)N1CCOCC1)N1N=C(C=C1)C1=CC=CC=C1 tert-butyl 4-(9-methyl-6-morpholino-2-(3-phenyl-1H-pyrazol-1-yl)-9H-purin-8-yl)-2,3-dihydro-1H-pyrrole-1-carboxylate